5a-cholestane CC(C)CCC[C@@H](C)[C@H]1CC[C@H]2[C@@H]3CC[C@H]4CCCC[C@]4(C)[C@H]3CC[C@]12C